[C@@H]1([C@H](O)[C@H](O)[C@H](O1)CO)N1C(N=CC=C1)=O l-beta-D-ribofuranosyl-2(1H)-pyrimidinone